N-Boc-3-iodo-O-(p-Methoxybenzyl)-α-methyl-L-tyrosine ethyl ester C(C)OC([C@@](NC(=O)OC(C)(C)C)(CC1=CC(=C(C=C1)OCC1=CC=C(C=C1)OC)I)C)=O